21-Hydroxy-tricosanoic acid OC(CCCCCCCCCCCCCCCCCCCC(=O)O)CC